ClC=1C=2N(C=CN1)C(=NC2)C(C)C 8-Chloro-3-isopropylimidazo[1,5-a]pyrazine